BrCCCC1=C(C=CC=C1)OC 1-(3-bromopropyl)-2-methoxybenzene